COC=1C(=CC2=CC=CC(=C2C1)OC)C(=O)N 3,5-dimethoxy-2-naphthamide